2,2-difluoro-N-(trans-1-((6-fluoro-1-(methylsulfonyl)-1H-indol-4-yl)methyl)-5-oxo-2-phenylpyrrolidin-3-yl)propanamide FC(C(=O)N[C@H]1[C@@H](N(C(C1)=O)CC1=C2C=CN(C2=CC(=C1)F)S(=O)(=O)C)C1=CC=CC=C1)(C)F